N=1NC=C2C1N=CC(=C2)C(=O)N 2H-pyrazolo[3,4-b]pyridine-5-carboxamide